2-amino-2-(hydroxymethyl)propane-1,3-diol (R)-3-(5-chloro-6-(1-(6-methylpyridin-2-yl)ethoxy)-2-oxobenzo[d]oxazol-3(2H)-yl)propanoate ClC=1C(=CC2=C(N(C(O2)=O)[C@@H](C(=O)OCC(CO)(CO)N)C)C1)OC(C)C1=NC(=CC=C1)C